2-[4-[(E)-3-(4-Hydroxyphenyl)-3-oxoprop-1-enyl]phenoxy]-2-methylpropanoic acid OC1=CC=C(C=C1)C(/C=C/C1=CC=C(OC(C(=O)O)(C)C)C=C1)=O